NCCNC(=O)NCCCNC(C1=C(C=C(C=C1)NC=1C=2N(C=CN1)C(=CN2)C2=C(C(=C(C=C2)OC)F)F)CC)=O N-[3-(2-aminoethylcarbamoyl-amino)propyl]-4-[[3-(2,3-difluoro-4-methoxy-phenyl)imidazo[1,2-a]pyrazin-8-yl]amino]-2-ethyl-benzamide